FC(S=C(O)C1=CC=C(C=C1)C1=CC=CC=C1)(F)F.FC(SOC(C1=CC=CC=C1C1=CC=CC=C1)=O)(F)F 4-benzenebenzoic acid trifluoromethylthioester (S-(trifluoromethyl) [1,1'-biphenyl]-4-carbothioate)